3-(1H-pyrazol-4-yl)-5-[4-(4-methylpiperazin-1-yl)phenyl]-1H-pyrrolo[2,3-b]pyridine N1N=CC(=C1)C1=CNC2=NC=C(C=C21)C2=CC=C(C=C2)N2CCN(CC2)C